ethyl ((E)-3-(5-oxo-5,6,7,8-tetrahydronaphthalen-2-yl) acrylate) O=C1C=2C=CC(=CC2CCC1)/C=C/C(=O)OCC